S1CCSCC(CSCCSCCC1)OC(C(=O)O)CCCC 2-(1,4,8,11-tetrathiacyclotetradec-6-yloxy)hexanoic acid